tert-butyl (3-(1-isobutyl-6-phenyl-1H-indol-3-yl)benzyl)carbamate C(C(C)C)N1C=C(C2=CC=C(C=C12)C1=CC=CC=C1)C=1C=C(CNC(OC(C)(C)C)=O)C=CC1